6-(chlorodifluoromethyl)-N-(1-methyl-1H-tetrazol-5-yl)-2-(((2-methyl-2H-tetrazol-5-yl)methoxy)methyl)nicotinamide ClC(C1=NC(=C(C(=O)NC2=NN=NN2C)C=C1)COCC=1N=NN(N1)C)(F)F